NC1=C2C(=NC=N1)N(N=C2C2=CC=C1C=C(NC1=C2)C(=O)NC2=CN=CS2)C(C)(C)C 6-(4-Amino-1-tert-butyl-pyrazolo[3,4-d]pyrimidin-3-yl)-N-thiazol-5-yl-1H-indole-2-carboxamide